(R)-N-(2-(dimethylamino)-1-(3-(trifluoromethyl)phenyl)ethyl)-4-(4-(trifluoromethyl)phenoxy)benzenesulfonamide CN(C[C@@H](C1=CC(=CC=C1)C(F)(F)F)NS(=O)(=O)C1=CC=C(C=C1)OC1=CC=C(C=C1)C(F)(F)F)C